ethyl 2,2-difluoro-3-hydroxy-3-(6-(trifluoromethyl)pyridin-2-yl)propanoate FC(C(=O)OCC)(C(C1=NC(=CC=C1)C(F)(F)F)O)F